CN1N=NC2=C1C=CC(=C2C)C(C(C(=O)OC)(C)C)C2=CC(=C(C=C2)C)CN2C[C@H](OC1=C(C2)C=CC=2CCCC21)CC methyl 3-(1,4-dimethyl-1H-benzo[d][1,2,3]triazol-5-yl)-3-(3-(((R)-2-ethyl-2,3,5,8,9,10-hexahydro-4H-indeno[5,4-f][1,4]oxazepin-4-yl)methyl)-4-methylphenyl)-2,2-dimethylpropanoate